C1(CC1)CN1C2[C@@]3(CCC([C@H]4[C@]3(CC1)C1=C(O4)C(=CC=C1C2)OC(CCC2CCCC2)=O)=O)O 3-cyclopentylpropionic acid (4aS,7aR,12bS)-3-(cyclopropylmethyl)-4a-hydroxy-7-oxo-2,3,4,4a,5,6,7,7a-octahydro-1H-4,12-methanobenzofuro[3,2-e]isoquinolin-9-yl ester